N'-(oxybis(6-hydroxy-5-(trifluoromethyl)-3,1-phenylene))bis(3-aminobenzamide) O(C=1C=C(C(=C(C1)C(F)(F)F)O)C1=C(C(=O)N)C=CC=C1N)C=1C=C(C(=C(C1)C(F)(F)F)O)C1=C(C(=O)N)C=CC=C1N